tert-butyl 3-((7-bromo-2,6-dichloro-8-fluoroquinazolin-4-yl)(methyl) amino)azetidine-1-carboxylate BrC1=C(C=C2C(=NC(=NC2=C1F)Cl)N(C1CN(C1)C(=O)OC(C)(C)C)C)Cl